N-(2-(3-((2-methoxy-4-(methylsulfonyl)phenyl)amino)prop-1-yn-1-yl)-3-(2,2,2-trifluoroethyl)benzo[b]thiophen-7-yl)-3-methyl-3-azabicyclo[3.2.0]heptan-6-amine COC1=C(C=CC(=C1)S(=O)(=O)C)NCC#CC1=C(C2=C(S1)C(=CC=C2)NC2C1CN(CC1C2)C)CC(F)(F)F